5-methyl-3-(3-(2-(4-methylpiperazin-1-yl)pyridin-4-yl)-1H-pyrrolo[2,3-b]pyridin-5-yl)-4,5,6,7-tetrahydropyrazolo[1,5-a]pyrazine CN1CC=2N(CC1)N=CC2C=2C=C1C(=NC2)NC=C1C1=CC(=NC=C1)N1CCN(CC1)C